(S)-4-(4-Acryloyl-2-methylpiperazin-1-yl)-7-chloro-6-fluoro-1-(2-(1-(trifluoromethyl)cyclopropyl)phenyl)pyrido[2,3-d]pyrimidin-2(1H)-one C(C=C)(=O)N1C[C@@H](N(CC1)C=1C2=C(N(C(N1)=O)C1=C(C=CC=C1)C1(CC1)C(F)(F)F)N=C(C(=C2)F)Cl)C